(3S)-3-[(1R)-1-[4-(2-hydroxyethyl)phenyl]-ethyl]-3-methyl-1-trityl-pyrrolidine-2,5-dione OCCC1=CC=C(C=C1)[C@@H](C)[C@]1(C(N(C(C1)=O)C(C1=CC=CC=C1)(C1=CC=CC=C1)C1=CC=CC=C1)=O)C